ClC=1C=C(C=CC1)S(=O)(=O)Cl (3-Chlorophenyl)sulfonyl chloride